5-(2-p-tert-Butylphenylamino-1-hydroxyethyl)-1,3,4-oxadiazole-2(3H)-thione C(C)(C)(C)C1=CC=C(C=C1)NCC(O)C1=NNC(O1)=S